2-Methyl-7-[rac-(3S)-3-methyl-2,3,4,5-tetrahydropyridin-6-yl]quinoline CC1=NC2=CC(=CC=C2C=C1)C=1CC[C@@H](CN1)C |r|